CC([C@H](C)NC(=O)C1=C(C(=NN1C)C1=CC(=CC=C1)OCC(C)C)NS(=O)(=O)C1=CC=C(C=C1)C)(C)C (S)-N-(3,3-dimethylbutan-2-yl)-3-(3-isobutoxyphenyl)-1-methyl-4-((4-methylphenyl)sulfonamido)-1H-pyrazole-5-carboxamide